(S)-1-[(S)-3-Methyl-1-({4-[2-(4-methyl-1-piperazinyl)-2-oxoethyl]-1-piperidyl}carbonyl)butyl]-3-isobutyl-2-piperazinone CC(C[C@@H](C(=O)N1CCC(CC1)CC(=O)N1CCN(CC1)C)N1C([C@@H](NCC1)CC(C)C)=O)C